C(#N)C1=C(C=C(C=C1)F)[C@H]([C@H](C)C=1N(C(C(=C(N1)C(=O)NC=1C=NOC1)O)=O)C)C1=NC(=CN=C1C)C 2-((1s,2s)-1-(2-cyano-5-fluorophenyl)-1-(3,6-dimethylpyrazin-2-yl)propan-2-yl)-5-hydroxy-N-(isoxazol-4-yl)-1-methyl-6-oxo-1,6-dihydropyrimidine-4-carboxamide